pentaoxa-3λ5,12λ5-diphosphatricyclo[13.3.0.06,10]octadecan C12O[PH3]OOC3OOCC3C[PH3]CCC2CCC1